FC1=C(C=C2C=CNC(C2=C1)=O)C1=NC=C(C=N1)C(F)(F)F 7-fluoro-6-(5-(trifluoromethyl)pyrimidin-2-yl)isoquinolin-1(2H)-one